3,5-bis(2-dodecylthiocarbonylthio-1-oxopropoxy)benzoic acid C(CCCCCCCCCCC)C(=S)SC(C(OC=1C=C(C(=O)O)C=C(C1)OC(C(C)SC(=S)CCCCCCCCCCCC)=O)=O)C